C(C=C)N1N(C2=NC(=NC=C2C1=O)NC=1C=C2C=NN(C2=CC1)C)C1=NC(=CC=C1)O[C@H]1C[C@H](N(CC1)C)C 2-allyl-1-(6-(((2R,4R)-1,2-dimethylpiperidin-4-yl)oxy)pyridin-2-yl)-6-((1-methyl-1H-indazol-5-yl)amino)-1,2-dihydro-3H-pyrazolo[3,4-d]pyrimidin-3-one